6-bromo-2,3-dihydro-1,4-benzodioxine-2-carboxylic acid BrC1=CC2=C(OC(CO2)C(=O)O)C=C1